C(CCCCC)(=O)OCCCCCCCC\C=C/CCCCCCCCO (12R)-Hexanoyloxyoleyl Alcohol